[O-]CC.[O-]CC.[O-]CC.[O-]CC.[O-]CC.[W+5] tungsten(V) pentaethoxide